O1CC(C1)CN1N=C(C=C1)C(=O)N (oxetan-3-ylmethyl)-1H-pyrazolecarboxamide